C1(=C(C(=C(C(=C1[2H])[2H])[2H])[2H])[2H])[Si](C1=C(C(=C(C(=C1[2H])[2H])[2H])[2H])C1=C(C(=C(C(=C1[2H])[2H])[2H])O)[2H])(C1=C(C(=C(C(=C1[2H])[2H])[2H])[2H])[2H])C1=C(C(=C(C(=C1[2H])[2H])[2H])[2H])[2H] 2'-(tris(phenyl-d5)silyl)-[1,1'-biphenyl]-2,3',4,4',5,5',6,6'-d8-3-ol